ClC1=NC(=C(C(=N1)N1C2(CC(C1)C2)CO)OC)Cl (2-(2,6-dichloro-5-methoxypyrimidin-4-yl)-2-azabicyclo[2.1.1]Hex-1-yl)methanol